methyl 2-(1-((4-fluorophenyl)carbamoyl)cyclopropane-1-carboxamido)-4-methylthiazole-5-carboxylate FC1=CC=C(C=C1)NC(=O)C1(CC1)C(=O)NC=1SC(=C(N1)C)C(=O)OC